BrC=1C=CC2=C(NCCNC2=O)C1 8-bromo-1,2,3,4-tetrahydro-5H-benzo[e][1,4]diazepin-5-one